3-Chloro-L-Alanin ClC[C@H](N)C(=O)O